(E)-3-(3,4-dimethoxy-phenyl)-N-(1H-pyrazol-3-yl)-N-(tetrahydrofuran-2-ylmethyl)prop-2-enamide COC=1C=C(C=CC1OC)/C=C/C(=O)N(CC1OCCC1)C1=NNC=C1